[Si](C)(C)(C(C)(C)C)OCCCN(C=1C=2C=C(N=CC2C(=CC1)I)Cl)C N-(3-((tert-butyldimethylsilyl)oxy)propyl)-3-chloro-8-iodo-N-methylisoquinoline-5-amine